3-((2-(2,6-dioxopiperidin-3-yl)-1,3-dioxoisoindoline-4-yl)thio)propanoic acid O=C1NC(CCC1N1C(C2=CC=CC(=C2C1=O)SCCC(=O)O)=O)=O